C(C)(C)(C)OC(=O)N1CC(OCC1C(N)=S)(C)C 2,2-dimethyl-5-thiocarbamoylmorpholine-4-carboxylic acid tert-butyl ester